C(CCCCCCCCCCCCCCC)(=O)OCC(C)C isobutyl palmitate